(3-(1-aminoisoquinolin-7-yl)phenyl)(4-methylpiperazin-1-yl)methanone NC1=NC=CC2=CC=C(C=C12)C=1C=C(C=CC1)C(=O)N1CCN(CC1)C